methyl trans-2-((2R,3R)-3-((2-oxabicyclo[2.2.2]octan-4-yl)methoxy)-2-(((benzyloxy)carbonyl)amino)butoxy)cyclohexane-1-carboxylate C12OCC(CC1)(CC2)CO[C@@H]([C@@H](CO[C@H]2[C@@H](CCCC2)C(=O)OC)NC(=O)OCC2=CC=CC=C2)C